(S)-(Z)-3-((3-ethyl-7-(methylthio)-1,1-dioxido-5-phenyl-3-propyl-2,3,4,5-tetrahydro-1,5-benzothiazepin-8-yl)oxy)-2-fluoroacrylic acid C(C)[C@]1(CS(C2=C(N(C1)C1=CC=CC=C1)C=C(C(=C2)O\C=C(\C(=O)O)/F)SC)(=O)=O)CCC